FC1=C(C#N)C=C(C=C1)[C@H](C)C1=C(C=CC2=C1NC(=NS2(=O)=O)NCC2=CC(=CC=C2)F)F (S)-2-fluoro-5-(1-(6-fluoro-3-((3-fluorobenzyl)amino)-1,1-dioxido-4H-benzo[e][1,2,4]thiadiazin-5-yl)ethyl)benzonitrile